(S)-N-(1-phenylethyl)-6-(1H-pyrrolo[2,3-b]pyridin-3-yl)quinazolin-4-amine C1(=CC=CC=C1)[C@H](C)NC1=NC=NC2=CC=C(C=C12)C1=CNC2=NC=CC=C21